2-methoxypyrimidin-5-yl-((1-(tetrahydro-2H-pyran-2-yl)-5-(trifluoromethyl)-1H-pyrazol-3-yl)methyl)carbamoyl chloride COC1=NC=C(C=N1)N(C(=O)Cl)CC1=NN(C(=C1)C(F)(F)F)C1OCCCC1